BrC=1C2=C(SC1Br)C1=C(SC(=C1Br)Br)C1=C2SC(=C1Br)Br hexabromobenzo[1,2-b:3,4-b':5,6-b'']trithiophene